ferric citrate diphosphate sodium [Na+].[O-]P([O-])(=O)OP(=O)([O-])[O-].C(CC(O)(C(=O)O)CC(=O)O)(=O)O.[Fe+3]